2-[5-ethylsulfanyl-6-[7-methyl-3-(trifluoromethyl)imidazo-[4,5-c]pyridazin-6-yl]-3-pyridyl]acetonitrile C(C)SC=1C=C(C=NC1C1=NC2=C(N=NC(=C2)C(F)(F)F)N1C)CC#N